N-methyl-N-(3-cyanothiophen-2-yl)-methacrylamide CN(C(C(=C)C)=O)C=1SC=CC1C#N